FC=1C=C(C=C(C1)F)C=1C=C2C=NN(C2=CC1)C1OCCCC1 5-(3,5-difluorophenyl)-1-(tetrahydro-2H-pyran-2-yl)-1H-indazole